ClC=1C(=C(C=CC1)NC1=NC=NC2=CC(=C(C=C12)NC)OC)F N4-(3-chloro-2-fluorophenyl)-7-methoxy-N6-methylquinazoline-4,6-diamine